2-(1H-imidazol-1-yl)acetonitrile N1(C=NC=C1)CC#N